2-(3,4-dihydroxyphenyl)-2,3-dihydro-3,5,7-trihydroxy-4H-benzopyr-4-one OC=1C=C(C=CC1O)C1OC2=C(C(C1O)=O)C(=CC(=C2)O)O